(S)-N-((5,6-DIHYDRO-4H-THIENO[2,3-C]PYRROL-2-YL)METHYL)-3-((3,5-DIMETHYLBENZYL)AMINO)-4-OXO-4,6,7,8-TETRAHYDROPYRROLO[1,2-A]PYRIMIDINE-6-CARBOXAMIDE S1C(=CC2=C1CNC2)CNC(=O)[C@@H]2CCC=1N2C(C(=CN1)NCC1=CC(=CC(=C1)C)C)=O